C(C(=C)C)(=O)OCCCN 3-aminopropyl methacrylate